3-(trifluoromethyl)-5,6,7,8-tetrahydro-[1,2,4]Triazolo[4,3-a]Pyrazine hydrochloride Cl.FC(C1=NN=C2N1CCNC2)(F)F